4-(5-(((1s,4s)-4-(4-fluoro-1H-imidazol-1-yl)cyclohexyl)oxy)-1,6-naphthyridin-7-yl)morpholine FC=1N=CN(C1)C1CCC(CC1)OC1=C2C=CC=NC2=CC(=N1)N1CCOCC1